tert-Butyl 2-((3-benzyl-5-phenylpyrazin-2-yl)amino)-2-(diethoxyphosphoryl)acetate C(C1=CC=CC=C1)C=1C(=NC=C(N1)C1=CC=CC=C1)NC(C(=O)OC(C)(C)C)P(=O)(OCC)OCC